(S)-1-cyano-N-(5-(N,N-dimethyl-sulfamoyl)-4,5,6,7-tetrahydrothiazolo[5,4-c]pyridin-2-yl)pyrrolidine-3-carboxamide C(#N)N1C[C@H](CC1)C(=O)NC=1SC=2CN(CCC2N1)S(N(C)C)(=O)=O